S(=O)(=O)(O)[O-].C[N+](C)(C)C tetramethylammonium hydrogen Sulfate